ClC1=CC=C(C=C1)[C@H](N1CCN(CC1)CCOCC(=O)O)C1=CC=CC=C1 |r| (±)-[2-[4-[(4-chlorophenyl)phenylmethyl]-1-piperazinyl]ethoxy]acetic acid